2,2'-ethylenedioxydiethyl dimethacrylate C(C(=C)C)(=O)OCCOCCOCCOC(C(=C)C)=O